N-(1-propyl-1H-tetrazol-5-yl)-6-(trifluoromethyl)nicotinamide C(CC)N1N=NN=C1NC(C1=CN=C(C=C1)C(F)(F)F)=O